NC1=C(C=C(C=N1)C=1C=C2N(N1)CCC21CN(C1)C(=O)N[C@H](C)C1=CC(=NC=C1)C#N)OC(F)(F)F 2'-[6-amino-5-(trifluoromethoxy)pyridin-3-yl]-N-[(1R)-1-(2-cyanopyridin-4-yl)ethyl]-5',6'-dihydrospiro[azetidine-3,4'-pyrrolo[1,2-b]pyrazole]-1-carboxamide